BrC1=CC=C2C(=CC=NC2=C1)N(CC1=C(C=C(C=C1)OC)OC)CC1=C(C=C(C=C1)OC)OC 7-bromo-N,N-bis[(2,4-dimethoxyphenyl)methyl]quinolin-4-amine